CN1C(=NC2=C1C=C(C(=C2)C)C)C2=CC=C(C=C2)NC(=O)C2CCCCC2 N-(4-(1,5,6-trimethyl-1H-benzo[d]imidazol-2-yl)phenyl)cyclohexanecarboxamide